(1S)-1-(2-fluorophenyl)ethan-1-ol (S)-quinuclidin-3-yl-(7-(2-(methoxymethoxy)phenyl)-3,3-dimethylchroman-4-yl)carbamate N12CC(C(CC1)CC2)N(C(=O)O[C@@H](C)C2=C(C=CC=C2)F)[C@H]2C(COC1=CC(=CC=C21)C2=C(C=CC=C2)OCOC)(C)C